tert-butyl (2S)-2-((1-cyano-2-(3-(4-cyanophenyl)bicyclo[1.1.1]pentan-1-yl)ethyl)carbamoyl)-1,4-oxazepane-4-carboxylate C(#N)C(CC12CC(C1)(C2)C2=CC=C(C=C2)C#N)NC(=O)[C@H]2OCCCN(C2)C(=O)OC(C)(C)C